COC=1C=CC2=C(C(=C(S2)C)C(=O)OCC)C1 ethyl 5-methoxy-2-methyl-1-benzothiophene-3-carboxylate